N1=NC(=CC=C1)C(=O)N pyridazin-3-amide